N-((3S,4S)-3-((6-(2,6-dichloro-3,5-dimethoxyphenyl)-5,6-dihydropyrimido[5,4-e][1,2,4]triazolo[4,3-a]pyrimidin-2-yl)amino)tetrahydro-2H-pyran-4-yl)acrylamide ClC1=C(C(=C(C=C1OC)OC)Cl)N1C=2N(C3=C(C1)C=NC(=N3)N[C@@H]3COCC[C@@H]3NC(C=C)=O)C=NN2